FC(C(C)(C)O)(F)C=1C(=C(C=CC1)[C@@H](C)NC1=NC(=NC2=CC3=C(C=C12)N(C(C(N3C)=O)=O)C)C)F (R)-4-((1-(3-(1,1-Difluoro-2-hydroxy-2-methylpropyl)-2-fluorophenyl)ethyl)amino)-2,6,9-trimethyl-6,9-dihydropyrazino[2,3-g]quinazoline-7,8-dione